ClC=1C(=C2C=NNC2=C(C1F)C1C(CCC1)O)C=1N=CC=2N(C1)C=C(N2)NC(=O)[C@H]2[C@H](C2)F (1S,2S)-N-(6-(5-chloro-6-fluoro-7-(2-hydroxycyclopentyl)-1H-indazol-4-yl)imidazo[1,2-a]pyrazin-2-yl)-2-fluorocyclopropane-1-carboxamide